3-methoxy-4-methylbenzoic acid COC=1C=C(C(=O)O)C=CC1C